C[C@@H]1[C@H]([C@@H]([C@H]([C@H](O1)OP(=O)(O)OP(=O)(O)OC[C@@H]2[C@H](C[C@@H](O2)N3C=C(C(=O)NC3=O)C)O)O)O)NC(=O)C The molecule is a dTDP-4-acetamido-4,6-dideoxy-D-glucose in which the anomeric centre of the pyranose fragment has alpha-configuration. It is a conjugate acid of a dTDP-4-acetamido-4,6-dideoxy-alpha-D-glucose(2-).